(S)-3-(Hydroxymethyl)-2-azaspiro[4.4]nonane-2-carboxylic acid tert-butyl ester C(C)(C)(C)OC(=O)N1CC2(C[C@H]1CO)CCCC2